(3S,4S)-4-[(5R)-5H-imidazo[4,3-a]isoindol-5-yl]oxolan-3-amine C=1N=CN2C1C1=CC=CC=C1[C@H]2[C@@H]2[C@@H](COC2)N